(E)-6-hydroxy-2-((E)-3-phenylallyl)-2,3-dihydro-1H-inden-1-one OC1=CC=C2CC(C(C2=C1)=O)C\C=C\C1=CC=CC=C1